tert-butyl (S)-5-(4-((4-fluorobenzo[d]thiazol-5-yl)amino)thieno[2,3-b]pyridin-2-yl)-6-methyl-3,6-dihydropyridine-1(2H)-carboxylate FC1=C(C=CC2=C1N=CS2)NC2=C1C(=NC=C2)SC(=C1)C1=CCCN([C@H]1C)C(=O)OC(C)(C)C